ClC1=CC=C(C=C1)C(C(=O)N1CC2(C3=CC=C(C=C13)OC(F)(F)F)CC2)NC2=CC(=CC(=C2)C(C)=NOC)OC 2-(4-chlorophenyl)-2-((3-methoxy-5-(1-(methoxyimino)ethyl)phenyl)amino)-1-(6'-(trifluoromethoxy)spiro[cyclopropane-1,3'-indolin]-1'-yl)ethan-1-one